[Si](C)(C)(C(C)(C)C)OCC1N(CCOCC1)C=1C2=C(N=C(N1)SC)C(=C(OC2=O)C=2C=C(C=C1C=CC=C(C21)C#N)OCOC)C 8-[4-(5-{[(tert-butyldimethylsilyl)oxy]methyl}-1,4-oxazepan-4-yl)-8-methyl-2-(methylsulfanyl)-5-oxopyrano[4,3-d]pyrimidin-7-yl]-6-(methoxymethoxy)naphthalene-1-carbonitrile